C(C1=CC=CC=C1)O[C@H]([C@@](C(=C)C)(O)C1=CC(=C(C=C1)F)C)C (3S,4S)-4-(benzyloxy)-3-(4-fluoro-3-methylphenyl)-2-methylpent-1-en-3-ol